FC1=CC=C(C=C1)C1=C(C=CC(=C1)C(=O)N1[C@H](CNCC1)C(C)C)OC1N(CCC1)C(=O)[O-].[Br-].[Cs+].[Pb+2] lead-cesium bromide (4'-fluoro-5-((S)-2-isopropylpiperazine-1-carbonyl)-[1,1'-biphenyl]-2-yl)oxypyrrolidine-1-carboxylate